1,3,5-trifluorophenyl-hafnium dichloride [Cl-].[Cl-].FC1(CC(=CC(=C1)F)F)[Hf+2]